8-bromo-6-chloro-5-fluoroisoquinoline BrC=1C=C(C(=C2C=CN=CC12)F)Cl